NC1=C(N=CC2=C(C(=CC=C12)F)C=1C(=NC=NC1)Cl)C(=O)NCCC 4-amino-8-(4-chloropyrimidin-5-yl)-7-fluoro-N-propylisoquinoline-3-carboxamide